CN([C@@H]1CN(CC1)C1CCN(CC1)C1=C(C=C(C(=C1)OC)NC1=NC=NC(=C1)N1OCC[C@@H]1C1=CC=CC=C1)NC(C=C)=O)C N-(2-(4-((S)-3-(dimethylamino)-pyrrolidine-1-yl)piperidine-1-yl)-4-methoxy-5-((6-((R)-3-phenylisoxazolidine-2-yl)pyrimidine-4-yl)amino)phenyl)acrylamide